2-ethenyl-3-phenyl-oxirane C(=C)C1OC1C1=CC=CC=C1